2-(3-(3-(3-phenylpropyl)-1,2,4-oxadiazol-5-yl)piperidin-1-yl)ethan-1-one C1(=CC=CC=C1)CCCC1=NOC(=N1)C1CN(CCC1)CC=O